C1=C(OC=C1CO)C(=O)O 4-(hydroxymethyl)furoic acid